1-(4-fluoro-3-(3-(pyrrolidin-1-yl)quinoxaline-6-carbonyl)phenyl)-3-(4-fluorophenyl)urea FC1=C(C=C(C=C1)NC(=O)NC1=CC=C(C=C1)F)C(=O)C=1C=C2N=C(C=NC2=CC1)N1CCCC1